C1(CC1)[C@H]1N(C2=CC=C(C=C2CC1)CC)S(=O)(=O)C=1C=CC(=C(CO)C1)OCC1=NC=NC=C1 5-(((S)-2-cyclopropyl-6-ethyl-3,4-dihydroquinolin-1(2H)-yl)sulfonyl)-2-((pyrimidin-4-yl)methoxy)benzyl alcohol